FC(C1=C(C=C2CCCN(C2=C1)C=1C=C2C(=CNC2=CC1)C(=O)NC)C=1C=NN(C1)C)F 5-(7-(difluoromethyl)-6-(1-methyl-1H-pyrazol-4-yl)-3,4-dihydroquinolin-1(2H)-yl)-N-methyl-1H-indole-3-carboxamide